4,4-difluoro-2-(4-fluorophenyl)-N-[4-(5-methyl-4-oxo-4,5,6,7-tetrahydro-1H-pyrrolo[3,2-c]pyridin-2-yl)pyridin-2-yl]butanamide FC(CC(C(=O)NC1=NC=CC(=C1)C1=CC=2C(N(CCC2N1)C)=O)C1=CC=C(C=C1)F)F